NC1=C(C(=NN1[C@H]1[C@@H](CCC1)O)C1=CC=C(C=C1)Br)C#N |o1:6,7| 5-amino-3-(4-bromophenyl)-1-[(1R*,2R*)-2-hydroxycyclopentyl]pyrazole-4-carbonitrile